CN(C)CC1CNCCO1 N,N-dimethyl-1-morpholin-2-yl-methylamine